NC=1C2=C(N=CN1)N(C=C2C2=CC(=C(C=C2)NC(=O)NC2=CC(=C(C=C2)OC2C(CN(CC2)C)F)C(F)(F)F)F)C2CC2 1-(4-(4-amino-7-cyclopropyl-7H-pyrrolo[2,3-d]pyrimidin-5-yl)-2-fluorophenyl)-3-(4-((3-fluoro-1-methylpiperidin-4-yl)oxy)-3-(trifluoromethyl)phenyl)urea